FC1([C@](C1)(CN1CC2(C1)CC(C2)F)CO)F (R)-(2,2-difluoro-1-((6-fluoro-2-azaspiro[3.3]heptan-2-yl)methyl)cyclopropyl)methanol